α,α'-dichloro-2-xylene tert-butyl-4-[(4-iodo-3-methylpyridin-2-yl)oxy]piperidine-1-carboxylate C(C)(C)(C)OC(=O)N1CCC(CC1)OC1=NC=CC(=C1C)I.ClCC=1C(=CC=CC1)CCl